C(C)(=O)[O-].[Cu+2].C(C)O[Si](OCCCC)(OCC)OCC.C(C)(=O)[O-] triethoxysilyloxybutane copper(II) acetate